pyrrolo[1,2-b]pyrazole-3-carboxamide N1N2C(C(=C1)C(=O)N)=CC=C2